COC=1C(=CSC1)CNCCC1=C(C=C(C(=C1)OC)I)OC N-[(4-methoxythiophen-3-yl)methyl]-1-(2,5-dimethoxy-4-iodophenyl)-2-aminoethane